(S)-(+)-1-phenylethanamine C1(=CC=CC=C1)[C@H](C)N